ClC=1C(=NN(C1C)C(C(=O)OCCC(=C(F)F)F)CC)C 3,4,4-trifluorobut-3-en-1-yl 2-(4-chloro-3,5-dimethyl-1H-pyrazol-1-yl)butanoate